C(C)(C)[Si](OC(C)O)(C(C)C)C(C)C (triisopropylsilyloxy)ethan-1-ol